2-Chloro-4-((3R)-8-(4-(4-(4-(3-((2,6-dioxopiperidin-3-yl)amino)phenyl)piperazin-1-yl)piperidine-1-carbonyl)phenyl)-3-methyl-2,8-diazaspiro[4.5]decan-2-yl)benzonitrile ClC1=C(C#N)C=CC(=C1)N1CC2(C[C@H]1C)CCN(CC2)C2=CC=C(C=C2)C(=O)N2CCC(CC2)N2CCN(CC2)C2=CC(=CC=C2)NC2C(NC(CC2)=O)=O